COC1=C(C=CC(=C1)C#CC)C1=NN=C(C(N1C)=O)N[C@H]1CN(CCC1)C(=O)OC(C)(C)C tert-butyl (R)-3-((3-(2-methoxy-4-(prop-1-yn-1-yl)phenyl)-4-methyl-5-oxo-4,5-dihydro-1,2,4-triazin-6-yl)amino)piperidine-1-carboxylate